BrC1=CC(=C(CN2C(=NC=C2)C(C)(C)C)C=C1)F 1-(4-bromo-2-fluorobenzyl)-2-(tert-butyl)-1H-imidazole